OC[PH3+] hydroxymethyl-phosphonium